C(C)(=O)NC(C)(C)C1=C(C2=C(NC(=N2)[C@@H](NC(=O)C=2N(N=CC2)CC)C2CCC(CC2)C)C=C1)F N-{(S)-[5-(1-acetamido-1-methylethyl)-4-fluoro-1H-benzimidazol-2-yl](4-methyl-cyclohexyl)methyl}-2-ethylpyrazole-3-carboxamide